2-ethoxycarbonyl-3-(2-fluoroanilino)quinoxaline C(C)OC(=O)C1=NC2=CC=CC=C2N=C1NC1=C(C=CC=C1)F